tert-Butyl (2-(8-methylimidazo[1,5-a]pyridin-3-yl)prop-2-yl)carbamate CC=1C=2N(C=CC1)C(=NC2)C(C)(C)NC(OC(C)(C)C)=O